C(=O)(O)C=1C=C(C=CC1)CC1=CC(=CC=C1)C(=O)O bis(3-carboxyphenyl)methane